Ethyl 2,2-difluoro-3-(4-(1-Boc-7-fluoro-1H-indol-3-yl) thiophen-2-yl)-3-oxopropanoate FC(C(=O)OCC)(C(=O)C=1SC=C(C1)C1=CN(C2=C(C=CC=C12)F)C(=O)OC(C)(C)C)F